(N-(1-((3-((2,3-dihydro-1H-inden-2-yl)carbamoyl)pyrazin-2-yl)carbamoyl)piperidin-4-yl)sulfamoyl)carbamate hydrobromide Br.C1C(CC2=CC=CC=C12)NC(=O)C=1C(=NC=CN1)NC(=O)N1CCC(CC1)NS(=O)(=O)NC(O)=O